5-[3-[(3R,9aS)-3-(3,4-dichlorophenyl)-3-hydroxy-1,4,6,7,9,9a-hexahydropyrazino[2,1-c][1,4]oxazine-8-carbonyl]-2-chlorophenyl]-3H-oxazol-2-one ClC=1C=C(C=CC1Cl)[C@@]1(CN2[C@H](CO1)CN(CC2)C(=O)C=2C(=C(C=CC2)C2=CNC(O2)=O)Cl)O